C(#N)N1C2C(CC1CC2)NC(=O)C=2C=C1CCN(C1=CC2)C2=NC=C(C=N2)C endo-N-(7-cyano-7-azabicyclo[2.2.1]heptan-2-yl)-1-(5-methyl-2-pyrimidinyl)-2,3-dihydro-1H-indole-5-carboxamide